NCCNCCC[Si](OCC)(OCC)C aminoethylaminopropyl-methyldiethoxysilane